4-(((3-Chloro-1,4-dioxo-1,4-dihydronaphthalin-2-yl)amino)methyl)-N-(pyrazin-2-yl)benzamid ClC1=C(C(C2=CC=CC=C2C1=O)=O)NCC1=CC=C(C(=O)NC2=NC=CN=C2)C=C1